6-[4-[2-[[(1R,5S)-8-(2-methoxyacetyl)-8-azabicyclo[3.2.1]octan-3-yl]oxy]ethoxy]phenoxy]-1-methyl-indazole-5-carboxamide COCC(=O)N1[C@H]2CC(C[C@@H]1CC2)OCCOC2=CC=C(OC1=C(C=C3C=NN(C3=C1)C)C(=O)N)C=C2